3-(methylamino)cyclobutan-1-ol CNC1CC(C1)O